NC1=C2N=CN(C2=NC=N1)C[C@@H](C)OCP(OCCSCCCCCCCCCCCC#CC=1C=NC=CC1)(O)=O 2-((13-(pyridin-3-yl)tridec-12-yn-1-yl)thio)ethyl hydrogen ((((R)-1-(6-amino-9H-purin-9-yl)propan-2-yl)oxy)methyl)phosphonate